nickel-cobalt oxide chlorine [Cl].[Co]=O.[Ni]